2-(5-fluoro-2-hydroxyphenyl)-2-(2-fluoro-5-hydroxyphenyl)-4-(5-hydroxyphenyl)-imidazole FC=1C=CC(=C(C1)C1(N=CC(=N1)C1=CC=CC(=C1)O)C1=C(C=CC(=C1)O)F)O